C(#N)C1=CC=C(S1)C1=CC=C(C=C1)[C@@]1([C@H](COC1)NS(=O)(=O)C(C)C)O N-{(3S,4S)-4-[4-(5-cyano-2-thienyl)phenyl]-4-hydroxytetrahydrofuran-3-yl}propane-2-sulfonamide